6-(2,2,6,6-tetrafluoromorpholino)quinoline-4-carboxylic acid FC1(OC(CN(C1)C=1C=C2C(=CC=NC2=CC1)C(=O)O)(F)F)F